bis(cyclopentadienyl)bis[2,6-difluoro-3-(N-(2-methoxyethyl)benzoylamino)phenyl]titanium C1(C=CC=C1)[Ti](C1=C(C(=CC=C1F)N(CCOC)C(C1=CC=CC=C1)=O)F)(C1=C(C(=CC=C1F)N(CCOC)C(C1=CC=CC=C1)=O)F)C1C=CC=C1